CN1[C-](C(C=C1)=O)C 1,2-dimethyl-2-pyrrolidone